methyl (2E)-3-(4-chlorophenyl)-3-(2,2-difluoro-cyclopropyl)acrylate ClC1=CC=C(C=C1)/C(=C/C(=O)OC)/C1C(C1)(F)F